4-{[(1R)-1-[3-(difluoromethyl)-2-fluorophenyl]ethyl]amino}-8-methyl-6-(3-methylazetidin-3-yl)-7H,8H-pyrido[2,3-d]pyrimidin-7-one FC(C=1C(=C(C=CC1)[C@@H](C)NC=1C2=C(N=CN1)N(C(C(=C2)C2(CNC2)C)=O)C)F)F